4-[(5-cyclopropyl-4-fluoro-2-pyridyl)amino]-2-[2-fluoro-5-methoxy-4-(piperidine-1-carbonyl)phenyl]-6H-1,6-naphthyridin-5-one C1(CC1)C=1C(=CC(=NC1)NC1=CC(=NC=2C=CNC(C12)=O)C1=C(C=C(C(=C1)OC)C(=O)N1CCCCC1)F)F